ClC1=CC=C(C=C1)/C/1=N/[C@H](C2N(C3=C1C(=C(S3)C)C)C(=NN2)C)CC(=O)OC(C)(C)C tert-butyl 2-((6S,Z)-4-(4-chlorophenyl)-2,3,9-trimethyl-6a,7-dihydro-6H-thieno[3,2-f][1,2,4]triazolo[4,3-a][1,4]diazepin-6-yl)acetate